S(=O)(=O)(OC1=CC=C2C(=CC(OC2=C1)=O)C)[O-] 4-methyl-2H-chromen-2-on-7-yl sulphate